C1(=CC=CC=C1)NC=C[SiH3] Phenylaminovinyl-silane